4-(2-amino-4-methyl-3-(2-methylquinolin-6-yl)benzoyl)-1-methyl-2,5-diphenyl-1,2-dihydro-3H-pyrazol-3-one hydrochloride Cl.NC1=C(C(=O)C=2C(N(N(C2C2=CC=CC=C2)C)C2=CC=CC=C2)=O)C=CC(=C1C=1C=C2C=CC(=NC2=CC1)C)C